4-((3-(3-((difluoromethyl)thio)-8-(((3R,4S)-4-fluoro-1-methylpyrrolidin-3-yl)amino)imidazo[1,2-a]pyridin-2-yl)prop-2-yn-1-yl)amino)-3-methoxy-N-methylbenzamide FC(SC1=C(N=C2N1C=CC=C2N[C@@H]2CN(C[C@@H]2F)C)C#CCNC2=C(C=C(C(=O)NC)C=C2)OC)F